3-(2,3-epoxypropoxy)propyl-trimethoxyethoxysilane C(C1CO1)OCCC[SiH2]OCC(OC)(OC)OC